ClC=1C=C2C(=NC(N(C2=CC1C1=C(C=CC=C1)C(F)(F)F)C1=C(C=CC=C1)C(C)C)=O)N1[C@H](CN(CC1)C(C=C)=O)C 6-chloro-4-((2S)-2-methyl-4-(2-propenoyl)-1-piperazinyl)-1-(2-(2-propanyl)phenyl)-7-(2-(trifluoromethyl)phenyl)-2(1H)-quinazolinone